6-((2R,4R)-4-((5-cyclopropyl-3-(2,6-difluorophenyl)isoxazol-4-yl)methoxy)-2-methylpiperidin-1-yl)nicotinonitrile C1(CC1)C1=C(C(=NO1)C1=C(C=CC=C1F)F)CO[C@H]1C[C@H](N(CC1)C1=NC=C(C#N)C=C1)C